3-(6,7-difluoro-1-oxo-4-(piperidin-4-yl)isoindolin-2-yl)piperidine-2,6-dione FC1=CC(=C2CN(C(C2=C1F)=O)C1C(NC(CC1)=O)=O)C1CCNCC1